CN1C(N(C2=C1C=C(C=C2)C#CC2CCN(CC2)C(=O)OC(C)(C)C)C2C(N(C(CC2)=O)C)=O)=O tert-butyl 4-((3-methyl-1-(1-methyl-2,6-dioxopiperidin-3-yl)-2-oxo-2,3-dihydro-1H-benzo[d]imidazol-5-yl)ethynyl)piperidine-1-carboxylate